C(C)C1(NC(N(C(C1)=O)[C@H](CCOC)C=1C=C(C(=O)NC2C(CCC3=CC=CC=C23)O)C=CC1)=N)CC 3-[(1R)-1-(4,4-diethyl-2-imino-6-oxo-hexahydropyrimidin-1-yl)-3-methoxy-propyl]-N-(2-hydroxytetralin-1-yl)benzamide